2-amino-N-((3R,4R)-4-fluorotetrahydro-2H-pyran-3-yl)-3-methyl-N-((5-(trifluoromethyl)-2-pyridinyl)methyl)-6-quinolinecarboxamide NC1=NC2=CC=C(C=C2C=C1C)C(=O)N(CC1=NC=C(C=C1)C(F)(F)F)[C@@H]1COCC[C@H]1F